N-((1-(4-(trifluoromethoxy)phenyl)-1H-pyrazolo[4,3-b]pyridin-3-yl)methyl)acrylamide FC(OC1=CC=C(C=C1)N1N=C(C2=NC=CC=C21)CNC(C=C)=O)(F)F